(S)-6-amino-5-(3-hydroxy-2,6-dimethylphenyl)-3-methyl-4-oxo-2-(trifluoromethyl)-4,5-dihydrothieno[3,2-c]pyridine-7-carboxamide NC1=C(C2=C(C(N1C1=C(C(=CC=C1C)O)C)=O)C(=C(S2)C(F)(F)F)C)C(=O)N